2,4-bis-butyloxyphenyl-1,3,5-triazine C(CCC)OC1=C(C=CC(=C1)OCCCC)C1=NC=NC=N1